dioxo-5-[[4-(trifluoromethoxy)phenyl]methyl]-2,3-dihydro-1λ6,5-benzothiazepin-4-one O=C1C([SH4]C2=C(N(C1=O)CC1=CC=C(C=C1)OC(F)(F)F)C=CC=C2)=O